(R)-3-(1-((1-(dimethylamino)-6-(1-methylcyclopropyl)-7-oxo-6,7-dihydropyrido[3,4-d]pyridazin-4-yl)amino)ethyl)-2-methylbenzonitrile CN(C=1C=2C(C(=NN1)N[C@H](C)C=1C(=C(C#N)C=CC1)C)=CN(C(C2)=O)C2(CC2)C)C